C(C)(C)(C)OC(=O)N1[C@@H](CN[C@H](C1)CN1[C@@H](COC[C@H]1C)C)C (2R,5S)-5-((3R,5R)-3,5-dimethyl-morpholin-4-ylmethyl)-2-methyl-piperazine-1-carboxylic acid tert-butyl ester